C(C)N1NCC1 1-ethylazaazetidine